(4-ethyl-2-fluorophenyl)-4-methylpyridin-3-amine C(C)C1=CC(=C(C=C1)C1=NC=CC(=C1N)C)F